isobutylaluminum diethoxide [O-]CC.[O-]CC.C(C(C)C)[Al+2]